C1(=CC=CC=C1)C(C(=O)ONC(OCC(Cl)(Cl)Cl)=O)CCCCCC 2,2,2-Trichloroethyl ((2-phenyloctanoyl)oxy)carbamate